(2-chloro-4-morpholinofuro[3,2-d]pyrimidin-6-yl)methanol ClC=1N=C(C2=C(N1)C=C(O2)CO)N2CCOCC2